methyl (S)-2-((S)-2-(9-hydroxy-9H-fluorene-9-carboxamido)-4-methylpentanamido)-3-((S)-2-oxopyrrolidin-3-yl)propanoate OC1(C2=CC=CC=C2C=2C=CC=CC12)C(=O)N[C@H](C(=O)N[C@H](C(=O)OC)C[C@H]1C(NCC1)=O)CC(C)C